4-(2,6-Dichlorobenzoylamino)-1H-pyrazole-3-carboxylic acid N-(piperidin-4-yl)amide N1CCC(CC1)NC(=O)C1=NNC=C1NC(C1=C(C=CC=C1Cl)Cl)=O